NCCNP(=O)(N)N (β-aminoethyl)phosphoramide